(S)-3-(7-chloro-3-(2-hydroxypropan-2-yl)-2-oxo-5-phenyl-2,3-dihydro-1H-benzo[e][1,4]diazepin-1-yl)propionic acid ClC1=CC2=C(N(C([C@@H](N=C2C2=CC=CC=C2)C(C)(C)O)=O)CCC(=O)O)C=C1